ClC1=NC=CC(=C1)C(=C)C 2-chloro-4-(prop-1-en-2-yl)pyridine